C(CC)(=O)N1CCC(CC1)C1C=2N(NCC1)C(=C(N2)C2=CC=C(C=C2)OC2=CC=CC=C2)C(=O)N 8-(1-Propoylpiperidin-4-yl)-2-(4-phenoxyphenyl)-5,6,7,8-tetrahydroimidazo[1,2-b]pyridazine-3-carboxamide